ruthenium Yttrium [Y].[Ru]